C1(=CC=CC=C1)C(=CC(C(C)=O)=O)C 5-phenyl-4-hexene-2,3-dione